ClC1=CC(=C(C=C1Cl)NC(=O)N1[C@@H]2CC[C@H]1CC=1C(=NC=C(C12)N(C(OC(C)(C)C)=O)C)F)F tert-butyl ((5R,8S)-10-((4,5-dichloro-2-fluorophenyl)carbamoyl)-1-fluoro-6,7,8,9-tetrahydro-5H-5,8-epiminocyclohepta[c]pyridin-4-yl)(methyl)carbamate